L-α-methylornithine C[C@](N)(CCCN)C(=O)O